CN1CC(CCC1)C1=NC2=NC=CC=C2C=C1 2-[1-methyl-3-piperidyl]-1,8-naphthyridin